4-(3-(3,5-difluoro-4-(piperazin-1-yl)phenyl)-2-methyl-3H-imidazo[4,5-b]pyridin-5-yl)pyridin-2-amine FC=1C=C(C=C(C1N1CCNCC1)F)N1C(=NC=2C1=NC(=CC2)C2=CC(=NC=C2)N)C